(2S)-2-amino-3-(4-butylphenyl)propanoic acid N[C@H](C(=O)O)CC1=CC=C(C=C1)CCCC